(S)-2-amino-N-(2-(1-(4-((6-amino-2-butoxy-8-oxo-7,8-dihydro-9H-purin-9-yl)methyl)benzyl)piperidin-4-yl)ethyl)-6-azidohexanamide N[C@H](C(=O)NCCC1CCN(CC1)CC1=CC=C(C=C1)CN1C2=NC(=NC(=C2NC1=O)N)OCCCC)CCCCN=[N+]=[N-]